propane-1,3-diylbis(decanoate) C(CCCCCCCCCCCC(=O)[O-])CCCCCCCCCC(=O)[O-]